NCCOCCNCCO 2-[2-(2-aminoethoxy)-ethylamino]-ethanol